4-(N-(Benzo[c][1,2,5]thiadiazol-4-yl)-2-chloroacetamido)-N-phenethyltetrahydro-2H-pyran-4-carboxamide N=1SN=C2C1C=CC=C2N(C(CCl)=O)C2(CCOCC2)C(=O)NCCC2=CC=CC=C2